butyl N-(tert-butoxycarbonyl)carbamate C(C)(C)(C)OC(=O)NC(OCCCC)=O